(2,4,5-trifluorophenyl)methylamine FC1=C(C=C(C(=C1)F)F)CN